N1=C(N=CC=C1)N1CCN(CC1)CCCCN 4-(4-(pyrimidin-2-yl)piperazin-1-yl)butan-1-amine